C1(CC1)C1=CC(=NN1)NC1=NC(=NC=C1)N1C[C@@H](CC1)CNC N-(5-Cyclopropyl-1H-pyrazol-3-yl)-2-[(3S)-3-(methylaminomethyl)pyrrolidin-1-yl]pyrimidin-4-amine